(4aR,8aS)-6-(4-((4-(Trifluoromethyl)-1H-pyrazol-1-yl)methyl)piperidine-1-carbonyl)hexahydro-2H-pyrido[4,3-b][1,4]oxazin-3(4H)-one FC(C=1C=NN(C1)CC1CCN(CC1)C(=O)N1C[C@@H]2[C@@H](OCC(N2)=O)CC1)(F)F